Cl.ClC1=CSC=2C1=NC(=CC2NCC=2OC=CC2)Cl 3,5-dichloro-N-[(furan-2-yl)methyl]thieno[3,2-b]pyridin-7-amine hydrochloride